1-octadecyl-2-(9Z,12Z-octadecadienoyl)-glycero-3-phosphoserine CCCCCCCCCCCCCCCCCCOC[C@H](COP(=O)(O)OC[C@@H](C(=O)O)N)OC(=O)CCCCCCC/C=C\C/C=C\CCCCC